N-cyclopropyl-2-(pyridin-4-yl)pyrido[3,4-d]pyrimidin-4-amine C1(CC1)NC=1C2=C(N=C(N1)C1=CC=NC=C1)C=NC=C2